Ethyl 2-(1-cyclobutyl-1H-pyrazol-4-yl)-3-fluoro-5-({[1-(5-fluoropyridin-2-yl)cyclopropyl] carbonyl} amino)benzoate C1(CCC1)N1N=CC(=C1)C1=C(C(=O)OCC)C=C(C=C1F)NC(=O)C1(CC1)C1=NC=C(C=C1)F